C(C1=CC=CC=C1)(=O)O[C@H]1[C@H](O[C@H](C1)N1C=2N=C(NC(C2N=C1)=O)NC(C(C)C)=O)COC(C1=CC=CC=C1)(C1=CC=C(C=C1)OC)C1=CC=C(C=C1)OC [(2R,3R,5R)-2-[[bis(4-methoxyphenyl)-phenyl-methoxy]methyl]-5-[2-(2-methylpropanoylamino)-6-oxo-1H-purin-9-yl]tetrahydrofuran-3-yl] benzoate